ClCC(C)C1=C(C=C(C=C1OC)OC)OC 2-(1-chloropropan-2-yl)-1,3,5-trimethoxybenzene